(Z)-2-(4,6-dichloro-2-methyl-1-(3-phenoxybenzylidene)-1H-inden-3-yl)acetic acid ClC1=C2C(=C(/C(/C2=CC(=C1)Cl)=C/C1=CC(=CC=C1)OC1=CC=CC=C1)C)CC(=O)O